FC1=CC=C(C=C1)C1[C@](C1)(C)NC(OC(C)(C)C)=O tert-Butyl N-[(1R)-2-(4-fluorophenyl)-1-methylcyclopropyl]carbamate